allyl-zinc phosphonate P([O-])([O-])=O.C(C=C)[Zn+2]